COCCCS(=O)C1=C(C=2C(=NC(=CC2C(F)(F)F)C=2C=NC(=NC2)C)S1)N 2-((3-methoxypropyl)sulfinyl)-6-(2-methylpyrimidin-5-yl)-4-(trifluoromethyl)thieno[2,3-b]pyridin-3-amine